4,4',4''-Methylidynetris(N,N-dimethylaniline) C(C1=CC=C(N(C)C)C=C1)(C1=CC=C(N(C)C)C=C1)C1=CC=C(N(C)C)C=C1